[Ba].NC1=C(SC2=NC(=CN=C21)OC)C(=O)N2CCCCC2 (7-amino-3-methoxythieno[2,3-b]pyrazin-6-yl)(piperidin-1-yl)methanone barium